2-chloro-5-(2-methyl-4-nitrophenoxy)pyridine ClC1=NC=C(C=C1)OC1=C(C=C(C=C1)[N+](=O)[O-])C